1-[3-(2-bromo-1-methyl-ethoxy)pyrazol-1-yl]ethanone BrCC(OC1=NN(C=C1)C(C)=O)C